BrC1=C(C=C(C(=O)N2CC=3N(CC2)C(N(C3C(=O)NCC3=CC=CC=2N(C=NC23)C)C2=CC=C(C=C2)OC2CC2)=O)C=C1)Cl 7-(4-bromo-3-chloro-benzoyl)-2-[4-(cyclopropoxy)phenyl]-N-[(1-methylbenzimidazol-4-yl)methyl]-3-oxo-6,8-dihydro-5H-imidazo[1,5-a]pyrazine-1-carboxamide